3-cyano-1,4,6,7-tetrahydropyrazolo[4,3-c]pyridine-5-carboxylic acid tert-butyl ester C(C)(C)(C)OC(=O)N1CC2=C(CC1)NN=C2C#N